benzyl (2-amino-2-(((4-bromo-1-(2,2,2-trifluoroethyl)-1H-indole-2-carbonyl)oxy)imino)ethyl)carbamate NC(CNC(OCC1=CC=CC=C1)=O)=NOC(=O)C=1N(C2=CC=CC(=C2C1)Br)CC(F)(F)F